1H-imidazo[1,2-c]pyrimidin-5-one N1C=CN2C(N=CC=C21)=O